(S)-1-(1-(4,4-difluoropiperidin-1-yl)-3-hydroxy-1-oxopropan-2-yl)-3-(2-ethynyl-thiazol-4-yl)urea FC1(CCN(CC1)C([C@H](CO)NC(=O)NC=1N=C(SC1)C#C)=O)F